C(\C=C\C=C\C)(=O)OC METHYL SORBATE